COC(=O)C=1C(N(C2=CC(=C(C=C2C1N)F)Br)C1=CC=C(C=C1)Cl)=O 4-Amino-7-bromo-1-(4-chlorophenyl)-6-fluoro-2-oxo-1,2-dihydroquinoline-3-carboxylic acid methyl ester